5-(4-((6-Methyl-1,4-dioxepan-6-yl)methoxy)phenyl)-2-oxo-6-(trifluoromethyl)-1,2-dihydropyridin-3-carboxamide CC1(COCCOC1)COC1=CC=C(C=C1)C=1C=C(C(NC1C(F)(F)F)=O)C(=O)N